oxoindium O=[In]